N-[(S)-{5-[(1S)-1-(3,3-difluoroazetidine-1-carbonyl)-3,3-difluoropropyl]-4-fluoro-1H-benzimidazol-2-yl}(4,4-difluorocyclohexyl)methyl]-4-methyl-1,2,5-oxadiazole-3-carboxamide FC1(CN(C1)C(=O)[C@@H](CC(F)F)C1=C(C2=C(NC(=N2)[C@@H](NC(=O)C2=NON=C2C)C2CCC(CC2)(F)F)C=C1)F)F